(2-((S)-chroman-2-yl)propan-2-yl)-2-((S)-1-methylpyrrolidin-2-yl)acetamide O1[C@@H](CCC2=CC=CC=C12)C(C)(C)C(C(=O)N)[C@H]1N(CCC1)C